3-[3-(27,33-difluoro-29-oxa-3,13,14,15,16,24,35-heptazahexacyclo[28.3.1.12,5.012,16.020,28.021,25]-pentatriaconta-1(34),2,4,12,14,20,22,25,27,30,32-undecaen-6-yl)phenyl]propanoic acid FC=1C=C2NC=CC2=C2CCCN3N=NN=C3CCCCCC(C3=CN=C(C=4C(=CC=C(OC12)C4)F)N3)C=3C=C(C=CC3)CCC(=O)O